(S)-3-fluoro-5-(((1-(trityl)octadeca-2-yl)oxy)methyl)benzonitrile FC=1C=C(C#N)C=C(C1)CO[C@H](CC(C1=CC=CC=C1)(C1=CC=CC=C1)C1=CC=CC=C1)CCCCCCCCCCCCCCCC